FC(C1=NN=C(O1)C1=CC=C(C=C1)CN1C=NC(=C1)C1=CC2=C(N=C(S2)N)C=C1)F 6-[1-[[4-[5-(Difluoromethyl)-1,3,4-oxadiazol-2-yl]phenyl]methyl]imidazol-4-yl]-1,3-benzothiazol-2-amine